N1=NC(=CC=C1)C(=O)N diazine-3-carboxamide